diethyl(2-{[1-(2-methoxynaphthalene-1-carbonyl)naphthalen-2-yl]oxy}ethyl)amine C(C)N(CCOC1=C(C2=CC=CC=C2C=C1)C(=O)C1=C(C=CC2=CC=CC=C12)OC)CC